2-(2-Chlorophenyl)-N-[4-(5-methyl-1-phenyl-1H-pyrazol-4-yl)-3-sulfamoylphenyl]acetamide ClC1=C(C=CC=C1)CC(=O)NC1=CC(=C(C=C1)C=1C=NN(C1C)C1=CC=CC=C1)S(N)(=O)=O